6-chloro-4-isopropylphthalazin-1(2H)-one ClC=1C=C2C(=NNC(C2=CC1)=O)C(C)C